p-phenylenediamine zinc [Zn].C1(=CC=C(C=C1)N)N